beta-fluoroacrylamide FC=CC(=O)N